FC(S(=O)(=O)C=1C=CC(=NC1)CC1CC2(CNC2)C1)(F)F 6-[[5-(trifluoromethylsulfonyl)-2-pyridinyl]methyl]-2-azaspiro[3.3]heptane